(4-ethylpiperazin-1-yl)-6-(naphthalen-1-yl)-1-(piperazin-1-yl)-5,6,7,8-tetrahydro-2,6-naphthyridine-4-carbonitrile hydrochloride Cl.C(C)N1CCN(CC1)C=1N=C(C=2CCN(CC2C1C#N)C1=CC=CC2=CC=CC=C12)N1CCNCC1